ClC1=C2C=C(N(C2=CC=C1F)C)C(=O)N[C@@]1(COCC1)C1=CC=C(C(=O)O)C=C1 |r| (±)-4-[3-(4-chloro-5-fluoro-1-methyl-1H-indole-2-amido)oxolan-3-yl]benzoic acid